(2R,6R)-N-{2-benzyl-2-azaspiro[3.3]heptan-6-yl}-2,6-dimethyl-4-[6-(trifluoromethyl)pyridazin-3-yl]piperazine-1-carboxamide C(C1=CC=CC=C1)N1CC2(C1)CC(C2)NC(=O)N2[C@@H](CN(C[C@H]2C)C=2N=NC(=CC2)C(F)(F)F)C